4-((5-chloro-7-(2-((3-(cyclopropylmethyl)-4-methyl-2,6-dioxo-3,6-dihydropyrimidin-1(2H)-yl)methyl)thieno[3,2-b]pyridin-7-yl)-1H-indol-1-yl)methyl)piperidine-4-carbonitrile ClC=1C=C2C=CN(C2=C(C1)C1=C2C(=NC=C1)C=C(S2)CN2C(N(C(=CC2=O)C)CC2CC2)=O)CC2(CCNCC2)C#N